OCC1CCN(CC1)C1=CC=C(C(=O)O)C=C1 4-[4-(hydroxymethyl)-1-piperidinyl]benzoic acid